N1N=CC2=CC(=CC=C12)C1(NC=NC(=C1)N(C)C)N 4-(1H-indazol-5-yl)-N6,N6-dimethylpyrimidine-4,6-diamine